Methylbisphenol A CC1=C(O)C=CC(=C1)C(C)(C)C1=CC=C(C=C1)O